(Z)-3-((1H-imidazol-2-yl)methylene)-6-fluoro-4-nitroisobenzofuran-1(3H)-one N1C(=NC=C1)\C=C\1/OC(C2=CC(=CC(=C12)[N+](=O)[O-])F)=O